N[C@@H](C)C1=NC(=NN1C1=CC=C(C=N1)C#N)OC 6-[5-[(1S)-1-aminoethyl]-3-methoxy-1,2,4-triazol-1-yl]pyridine-3-carbonitrile